OC1=C(C=C2CCCN3C2=C1CCC3)C=O 8-hydroxy-1,2,3,5,6,7-hexahydropyrido[3,2,1-ij]quinoline-9-carbaldehyde